N1CC(C1)CN1CC(N(C(C1)C)C=1C=C2C(N(C(C2=CC1)=O)C1C(NC(CC1)=O)=O)=O)C 5-(4-(azetidin-3-ylmethyl)-2,6-dimethylpiperazin-1-yl)-2-(2,6-dioxopiperidin-3-yl)isoindoline-1,3-dione